NC1=NC(=CC(=N1)N1C(COCCC1)C1=C(C=CC=C1)CNC(C)=O)C N-[[2-[4-(2-amino-6-methyl-pyrimidin-4-yl)-1,4-oxazepan-3-yl]phenyl]methyl]acetamide